6-Fluoro-N-(1-((1S,2R)-2-fluorocyclopropyl)-2-oxo-1,2-dihydropyridin-3-yl)-2,2-dimethyl-2,3-dihydrofuro[2,3-b]pyridine-5-carboxamide FC1=C(C=C2C(=N1)OC(C2)(C)C)C(=O)NC=2C(N(C=CC2)[C@@H]2[C@@H](C2)F)=O